COC1=C(N=NC(=C1)C1=CC2=CN(N=C2C=C1)C)NC1C[C@@H]2[C@@H](CN(C2)CC2CCOCC2)C1 (3aR,5s,6aS)-N-(4-methoxy-6-(2-methyl-2H-indazol-5-yl)pyridazin-3-yl)-2-((tetrahydro-2H-pyran-4-yl)methyl)octahydrocyclopenta[c]pyrrol-5-amine